2'-chloro-5'-methoxy-6-methyl-N-(5-(pyridazine-3-carbonyl)-5,6-dihydro-4H-pyrrolo[3,4-d]thiazol-2-yl)-[4,4'-bipyridine]-3-carboxamide ClC1=NC=C(C(=C1)C1=C(C=NC(=C1)C)C(=O)NC=1SC2=C(N1)CN(C2)C(=O)C=2N=NC=CC2)OC